(R)-5-fluoro-N-isopropyl-2-((5-(2-(6-((2-methoxyethyl)(methyl)amino)-2-methylhexan-3-yl)-2,6-diazaspiro[3.4]oct-6-yl)-1,2,4-triazin-6-yl)oxy)-N-methylbenzamide FC=1C=CC(=C(C(=O)N(C)C(C)C)C1)OC1=C(N=CN=N1)N1CC2(CN(C2)[C@@H](C(C)C)CCCN(C)CCOC)CC1